(4R)-4-Hydroxy-[(1-methyl-1H-indol-3-yl)carbonyl]-L-prolyl-N-methyl-3-(2-naphthalenyl)-N-(phenylmethyl)-L-alaninamide O[C@@H]1C[C@H](N(C1)C(=O)C1=CN(C2=CC=CC=C12)C)C(=O)N[C@@H](CC1=CC2=CC=CC=C2C=C1)C(=O)N(CC1=CC=CC=C1)C